C12CN(CC(CC1)C2)CC2=CC1=C(C(N(C=C1C(F)(F)F)C1=CC(=CC=C1)C1(CC(C1)OC)C1=NN=CN1C)=O)N2 2-(3-Azabicyclo[3.2.1]octan-3-ylmethyl)-6-[3-[3-methoxy-1-(4-methyl-1,2,4-triazol-3-yl)cyclobutyl]phenyl]-4-(trifluoromethyl)-1H-pyrrolo[2,3-c]pyridin-7-one